4-Methyl-3-((3-morpholino-1-oxa-8-azaspiro[4.5]dec-8-yl)sulfonyl)benzonitrile CC1=C(C=C(C#N)C=C1)S(=O)(=O)N1CCC2(CC(CO2)N2CCOCC2)CC1